1-(3-chlorophenyl)-7-fluoro-9H-pyrido[3,4-b]indole ClC=1C=C(C=CC1)C1=NC=CC2=C1NC1=CC(=CC=C21)F